4-((2-cyano-4-fluorophenyl)thio)-6-(1-(1-(2-hydroxyacetyl)piperidin-4-yl)-5-methyl-1H-pyrazol-4-yl)pyrazolo[1,5-a]pyridine-3-carbonitrile C(#N)C1=C(C=CC(=C1)F)SC=1C=2N(C=C(C1)C=1C=NN(C1C)C1CCN(CC1)C(CO)=O)N=CC2C#N